3-(7-(3-aminoazetidine-1-yl)-5-fluoro-2,3-dihydrobenzofuran-4-yl)piperidine-2,6-dione NC1CN(C1)C1=CC(=C(C=2CCOC21)C2C(NC(CC2)=O)=O)F